methyl 2-chloro-6,7,8,9-tetrahydro-5H-cyclohepta[b]pyridine-3-carboxylate ClC1=C(C=C2C(=N1)CCCCC2)C(=O)OC